1-(3-bromo-2-fluoro-phenyl)cyclopropanecarboxylate BrC=1C(=C(C=CC1)C1(CC1)C(=O)[O-])F